CN(C1CCC(CC1)NC(=O)N)C 1-[(1S,4S)-4-(dimethylamino)cyclohexyl]urea